C([C@@H](C(=O)[O-])[NH3+])O The molecule is a serine zwitterion obtained by transfer of a proton from the carboxy to the amino group of L-serine. It is an enantiomer of a D-serine zwitterion. It is a tautomer of a L-serine.